1-isopropyl-4-oxo-1,4-dihydropyridine-2-carboxylate C(C)(C)N1C(=CC(C=C1)=O)C(=O)[O-]